3-[4-(1-hydroxyethyl)naphthalene-2-carbonyl]piperidine-1-carboxylic acid tert-butyl ester C(C)(C)(C)OC(=O)N1CC(CCC1)C(=O)C1=CC2=CC=CC=C2C(=C1)C(C)O